C(#N)C1=NC2=CC(=CC(=C2N=C1N1CC(C1)(C)OC)C(C)NC1=C(C(=O)O)C=CC=C1)C 2-((1-(2-cyano-3-(3-methoxy-3-methylazetidin-1-yl)-7-methylquinoxalin-5-yl)ethyl)amino)benzoic acid